N-(3-(4-benzyl-6-((5-phenethyl-1H-pyrazol-3-yl)amino)pyridin-2-yl)phenyl)acrylamide C(C1=CC=CC=C1)C1=CC(=NC(=C1)NC1=NNC(=C1)CCC1=CC=CC=C1)C=1C=C(C=CC1)NC(C=C)=O